1-(6-(4,4-difluorocyclohexyl)pyridin-3-yl)-3-(5-fluoro-1-(1-methyl-1H-pyrazol-4-yl)-1H-pyrrolo[2,3-b]pyridin-3-yl)urea FC1(CCC(CC1)C1=CC=C(C=N1)NC(=O)NC1=CN(C2=NC=C(C=C21)F)C=2C=NN(C2)C)F